5-amino-2-morpholinyl-benzo[d]oxazole-6-carboxylic acid methyl ester COC(=O)C1=CC2=C(N=C(O2)N2CCOCC2)C=C1N